dimethyl 2-((4-chlorophenyl)amino)fumarate ClC1=CC=C(C=C1)N/C(/C(=O)OC)=C\C(=O)OC